NC=1N=C(SC1C(C1=CC=C(C=C1)OC)=O)N(C1=CC(=C(C=C1)Cl)F)[C@@H](C(=O)N)C (R)-2-(N-[4-Amino-5-(4-methoxybenzoyl)thiazol-2-yl]-4-chloro-3-fluoroanilino)propanamid